tetrahydrofurfuryl alcohol sodium salt [Na].C(C1CCCO1)O